NCCCCCC\N=C(\CCCCC(C(=O)O)C(=O)O)/O (6Z)-6-(6-aminohexylimino)-6-hydroxycarboxyhexanecarboxylic acid